2-(4-(2,2-difluorovinyl)phenyl)pyridine FC(=CC1=CC=C(C=C1)C1=NC=CC=C1)F